ClC1=CC=2N(C=C1)C=NC2C(C(=O)N)C 2-(7-chloro-imidazo[1,5-a]pyridin-1-yl)propanamide